binaphthyl-2,2'-diamine platinum [Pt].C=1(C(=CC=C2C=CC=CC12)N)C=1C(=CC=C2C=CC=CC12)N